2-(1,2,3,5,6,7-Hexahydro-s-indacen-4-yl)-N-[(1-methyl-1H-pyrazol-4-yl)({[(2S)-1-methylpyrrolidin-2-yl]methyl})sulfamoyl]acetamide sodium salt [Na].C1CCC2=C(C=3CCCC3C=C12)CC(=O)NS(N(C[C@H]1N(CCC1)C)C=1C=NN(C1)C)(=O)=O